ethyl 2-[(1R,4R)-4-(6-bromoindazol-2-yl) cyclohexyl]acetate BrC=1C=CC2=CN(N=C2C1)C1CCC(CC1)CC(=O)OCC